FC(C1=NN(C(=N1)C(=O)N1[C@H](C2=C(CC1)NC=N2)C2=NN1C(C=C(C=C1)C(F)(F)F)=C2)C)F (R)-(3-(difluoromethyl)-1-methyl-1H-1,2,4-triazol-5-yl)(4-(5-(trifluoromethyl)pyrazolo[1,5-a]pyridin-2-yl)-6,7-dihydro-1H-imidazo[4,5-c]pyridin-5(4H)-yl)methanone